2-(t-butoxycarbonyl)-1-methyl-1,2,3,4-tetrahydroisoquinoline-6-carboxylic acid C(C)(C)(C)OC(=O)N1C(C2=CC=C(C=C2CC1)C(=O)O)C